NC1=CC=C(C=C1)C#CC1=C(C2=C(N=C1)NC=C2)NC2CCCCC2 5-((4-aminophenyl)ethynyl)-N-cyclohexyl-1H-pyrrolo[2,3-b]pyridin-4-amine